FC1=C(C=CC(=C1)C(CO)C)C=1C=C(SC1)B(O)O (4-(2-fluoro-4-(1-hydroxyprop-2-yl)phenyl)thiophen-2-yl)boronic acid